C(C1=CC=CC=C1)N1N=C(C(=C1)C1=CC(=NC=C1)C1=NC2=C(N1)CN(C2)S(=O)(=O)C)C2=NC(=CC=C2)C 2-[4-(1-Benzyl-3-(6-methylpyridin-2-yl)-1H-pyrazol-4-yl)pyridin-2-yl]-5-(methylsulfonyl)-1,4,5,6-tetrahydropyrrolo[3,4-d]imidazole